NC1=NC=CC(=C1Cl)SC=1C(=NC(=CN1)N1CC2C(C2CC1)(C=1SC=C(N1)C)CN)N 3-((2-Amino-3-chloropyridin-4-yl)thio)-6-(7-(aminomethyl)-7-(4-methylthiazol-2-yl)-3-azabicyclo[4.1.0]heptan-3-yl)pyrazin-2-amine